(L)-rhamnose O=C[C@H](O)[C@H](O)[C@@H](O)[C@@H](O)C